C(C)C1=NC=CC=C1N1C(C2=C(C=3C=CC(=NC13)C(F)(F)F)N(C=N2)C)=O 5-(2-ethylpyridin-3-yl)-1-methyl-7-(trifluoromethyl)-1,5-dihydro-4H-imidazo[4,5-c][1,8]Naphthyridin-4-one